(R)-4-((3-carboxypropyl)-{2-[5-(2-fluoro-3-methoxy-phenyl)-3-(2-fluoro-6-trifluoromethyl-benzyl)-4-methyl-2,6-dioxo-3,6-dihydro-2H-pyrimidin-1-yl]-1-phenyl-ethyl}-amino)-butyric acid C(=O)(O)CCCN(CCCC(=O)O)[C@@H](CN1C(N(C(=C(C1=O)C1=C(C(=CC=C1)OC)F)C)CC1=C(C=CC=C1C(F)(F)F)F)=O)C1=CC=CC=C1